N-(4-((1R,4R)-2-oxa-5-azabicyclo[2.2.1]heptan-5-yl)-2-methoxyphenyl)-6-((R)-3-phenyl-isoxazolidin-2-yl)pyrimidin-4-amine [C@H]12OC[C@H](N(C1)C1=CC(=C(C=C1)NC1=NC=NC(=C1)N1OCC[C@@H]1C1=CC=CC=C1)OC)C2